BrC1=C(C=C(C(=N1)OC([2H])([2H])[2H])N)F 6-bromo-5-fluoro-2-(methoxy-d3)pyridin-3-amine